ClC=1C(=NC=C(C1)C(F)(F)F)C(=O)NC1=C(C=C(C=C1)Cl)C(=O)NN=CC=1SC=CC1 3-chloro-N-(4-chloro-2-(2-(thien-2-ylmethylene)hydrazine-1-carbonyl)phenyl)-5-(trifluoromethyl)picolinamide